COC=1C=C2C(=CN=NC2=CC1OCC1CCN(CC1)S(N)(=O)=O)OC1=CC=C(C=C1)NNC(=O)N N-(4-((6-methoxy-7-((1-sulfamoyl-piperidin-4-yl)methoxy)cinnolin-4-yl)oxy)phenyl)semicarbazide